3-((2S)-3-(8-(5-bromo-2-chlorophenyl-sulfonyl)-1-oxa-8-azaspiro[4.5]dec-3-ylamino)-2-hydroxypropoxy)-N-methylbenzenesulfonamide BrC=1C=CC(=C(C1)S(=O)(=O)N1CCC2(CC(CO2)NC[C@@H](COC=2C=C(C=CC2)S(=O)(=O)NC)O)CC1)Cl